ClC=1N=CN(C(C1)=O)CC1=CC=C2[C@](NC(NC2=C1)=O)(C(F)(F)F)C#CC1CC1 (S)-7-((4-chloro-6-oxopyrimidin-1(6H)-yl)methyl)-4-(cyclopropylethynyl)-4-(trifluoromethyl)-3,4-dihydroquinazolin-2(1H)-one